methyl (R)-N-t-butoxycarbonyl-3-iodoalaninate C(C)(C)(C)OC(=O)N[C@@H](CI)C(=O)OC